C1(=CC=CC=C1)P([C-]1C=CC=C1)C1=CC=CC=C1.[CH-]1C(=CC=C1)P(C1=CC=CC=C1)C1=CC=CC=C1.[Fe+2] 1,2'-bis(diphenyl-phosphino)-ferrocene